4-((6-bromo-2-methoxyquinolin-3-yl)methyl)-6-methoxy-N,N-dimethylpyridine-2-amine BrC=1C=C2C=C(C(=NC2=CC1)OC)CC1=CC(=NC(=C1)OC)N(C)C